Cl.BrC1=C(\C=N\NCC2=CC=C(C=C2)OC)C=CC(=C1OC([2H])([2H])[2H])Br (E)-1-(2,4-dibromo-3-(methoxy-d3)benzylidene)-2-(4-methoxybenzyl)hydrazine hydrochloride